C(C1=CC=CC=C1)NCC1=CC=C(N\C(\C2=CC=CC=C2)=C\2/C(NC3=CC(=CC=C23)C(N)=O)=O)C=C1 3-Z-[1-(4-(benzylaminomethyl)-anilino)-1-phenyl-methylene]-6-carbamoyl-2-indolinone